3-(3-((6-((2-(trifluoromethyl)benzyl)oxy)pyridin-3-yl)methyl)isoxazol-5-yl)pyridin-2-amine FC(C1=C(COC2=CC=C(C=N2)CC2=NOC(=C2)C=2C(=NC=CC2)N)C=CC=C1)(F)F